C(C(C)C)N1CC(CC1)NC(=O)N1CCN(C2=CC=CC=C12)C1=NC=CN=C1 N-(1-Isobutylpyrrolidin-3-yl)-4-(pyrazin-2-yl)-3,4-dihydroquinoxaline-1(2H)-carboxamide